CN(CCN(C1=C(C=C(C(=C1)OC)NC1=NC=CC(=N1)C1=CN(C2=CC=CC=C12)CC1=CC(=C(C=C1)O)C=O)NC(C)=O)C)C N-(2-((2-(dimethylamino)ethyl)(methyl)amino)-5-((4-(1-(3-formyl-4-hydroxybenzyl)-1H-indol-3-yl)pyrimidin-2-yl)amino)-4-methoxyphenyl)acetamide